[Ce].[Al].[N+](=O)([O-])C=1C=CC(=NC1)N1CCC(CC1)CO [1-(5-nitropyridin-2-yl)piperidin-4-yl]methanol aluminum-cerium